FC(CC=1OC2=C(N1)C=C1C=CC=CC1=C2)(F)F 2-(2,2,2-trifluoroethyl)naphtho[2,3-d]Oxazole